ClC=1C=CC2=C(C(CC(O2)C(=O)NC23CC(C2)(C3)C=3OC(=NN3)C3CC(C3)OC(F)(F)F)=O)C1 6-chloro-4-oxo-N-(3-{5-[(1s,3s)-3-(trifluoromethoxy)cyclobutyl]-1,3,4-oxadiazol-2-yl}bicyclo[1.1.1]pent-1-yl)-3,4-dihydro-2H-1-benzopyran-2-carboxamide